4-Methoxy-2-[3',4',5'-tris(octadecyloxy)cyclohexylmethoxy]benzyl alcohol COC1=CC(=C(CO)C=C1)OCC1CC(C(C(C1)OCCCCCCCCCCCCCCCCCC)OCCCCCCCCCCCCCCCCCC)OCCCCCCCCCCCCCCCCCC